butyl 4-((2-(((benzyloxy)carbonyl)amino)-7-azaspiro[3.5]nonan-7-yl)methyl)-4-methylpiperidine-1-carboxylate C(C1=CC=CC=C1)OC(=O)NC1CC2(C1)CCN(CC2)CC2(CCN(CC2)C(=O)OCCCC)C